FC1=C2C=NCN(C2=CC=C1)CC1=CC(=C(C=C1)F)C(=O)N1CCN(CC1)C(=O)C1CCCC1 5-Fluoro-1-(4-fluoro-3-(4-(cyclopentylcarbonyl)piperazine-1-carbonyl)benzyl)quinazoline